2-((azepan-4-ylthio)methyl)-8-methyl-quinazolin-4(3H)-one N1CCC(CCC1)SCC1=NC2=C(C=CC=C2C(N1)=O)C